COC(=O)C1=C(CCCCCC1)NC1=C(C=CC=C1)I 2-(2-iodophenylamino)cycloocta-1-ene-1-carboxylic acid methyl ester